6-chloro-1-hydroxy-2H-2,3,1-benzodiazaborinine ClC=1C=CC2=C(C=NNB2O)C1